ClC=1N=C(C2=C(N1)C(=C(N=C2)Cl)F)N2C[C@]1(CC[C@@H](C2)N1C(=O)OC(C)(C)C)COC tert-butyl (1R,5S)-3-(2,7-dichloro-8-fluoro-pyrido[4,3-d]pyrimidin-4-yl)-1-(methoxymethyl)-3,8-diazabicyclo[3.2.1]octane-8-carboxylate